2-(7-((2S,5R)-4-(2,2-difluoro-1-(quinoxalin-6-yl)ethyl)-2,5-dimethylpiperazine-1-yl)-4-methyl-5-oxo-4,5-dihydro-2H-pyrazolo[4,3-b]Pyridin-2-yl)acetonitrile FC(C(C=1C=C2N=CC=NC2=CC1)N1C[C@@H](N(C[C@H]1C)C=1C=2C(N(C(C1)=O)C)=CN(N2)CC#N)C)F